CCC(C)C(=O)[O-] The molecule is a short-chain fatty acid anion and a branched-chain saturated fatty acid anion. It is a conjugate base of a 2-methylbutyric acid.